BrC=1C=C(C(=NC1)N)OCC(F)(F)F 5-bromo-3-(2,2,2-trifluoroethoxy)pyridin-2-amine